Tert-butyl (tert-butoxycarbonyl)(6-chloro-1-((2R,3R,5S)-3-hydroxy-5-(hydroxyl-methyl)-4-methylenetetrahydrofuran-2-yl)-1H-pyrazolo[3,4-d]pyrimidin-4-yl)carbamate C(C)(C)(C)OC(=O)N(C(OC(C)(C)C)=O)C1=C2C(=NC(=N1)Cl)N(N=C2)[C@@H]2O[C@@H](C([C@H]2O)=C)CO